methyl 2-(1-tert-butoxycarbonyl-3,6-dihydro-2H-pyridin-5-yl)-7-(6-ethyl-2-methyl-3-pyridyl)-1-isobutyl-indole-5-carboxylate C(C)(C)(C)OC(=O)N1CCC=C(C1)C=1N(C2=C(C=C(C=C2C1)C(=O)OC)C=1C(=NC(=CC1)CC)C)CC(C)C